bromoselenophene BrC=1[Se]C=CC1